(1R,3S,4R)-2-((3-chloro-2-methylphenyl)glycyl)-5,5-difluoro-N-((R,E)-4-fluoro-4-(methylsulfonyl)-1-((R)-2-oxopyrrolidin-3-yl)but-3-en-2-yl)-2-azabicyclo[2.2.2]octane-3-carboxamide ClC=1C(=C(C=CC1)NCC(=O)N1[C@H]2CC([C@@H]([C@H]1C(=O)N[C@H](C[C@@H]1C(NCC1)=O)\C=C(\S(=O)(=O)C)/F)CC2)(F)F)C